10-(4'-chlorobiphenyl-2-yl)-10H-4b,9-diazaindeno[1,2-a]inden-10-ol ClC1=CC=C(C=C1)C1=C(C=CC=C1)C1(C=2N(C3=CC=CC=C13)C=1C=CC=CC1N2)O